8-acetyl-2-(3-azabicyclo[3.1.0]hexan-3-yl)-6-hydroxy-3-methylquinazolin-4-one C(C)(=O)C=1C=C(C=C2C(N(C(=NC12)N1CC2CC2C1)C)=O)O